5-(1H-imidazol-1-yl)-N-((1r,4r)-4-(3-(trifluoromethyl)azetidin-1-yl)cyclohexyl)-1H-pyrazolo[3,4-c]pyridine-7-carboxamide N1(C=NC=C1)C=1C=C2C(=C(N1)C(=O)NC1CCC(CC1)N1CC(C1)C(F)(F)F)NN=C2